[6-(1,1-Dimethylethyl)-8-fluoro-2,3-dimethylquinoline-4-yl]acetate CC(C)(C)C=1C=C2C(=C(C(=NC2=C(C1)F)C)C)CC(=O)[O-]